C[C@H]1[C@@H](C[C@H]([C@@H](O1)OCCCCCCCCCCCCCCCCCCCC[C@H](CC(=O)O)O)O)O The molecule is an omega-hydroxy fatty acid ascaroside that derived from reaction of the omega-hydroxy group of (3R)-3,23-dihydroxytricosanoic acid with alpha-ascarylopyranose. It is a metabolite of the nematode Caenorhabditis elegans. It has a role as a Caenorhabditis elegans metabolite. It is an omega-hydroxy fatty acid ascaroside, a 3-hydroxy carboxylic acid and a monocarboxylic acid. It derives from a (3R)-3,22-dihydroxytricosanoic acid.